C(C1=CC=CC=C1)OC1CC(C1)N1CCOC2=NC(=C(C=3N=C(N=C1C23)OC[C@]23CCCN3C[C@@H](C2)F)F)Cl 10-(3-(benzyloxy)cyclobutyl)-5-chloro-4-fluoro-2-(((2R,7aS)-2-fluorotetrahydro-1H-pyrrolizin-7a(5H)-yl)methoxy)-9,10-dihydro-8H-7-oxa-1,3,6,10-tetraazacyclohepta[de]naphthalene